C(CCCCCCCCCCCCCCCCCCCCCCCCCCCCCCCCCCCCCCCCCCCCCCCCC)(=O)OCCCCCCCCCCCCCCCCCCCCCCCCCCCCCCCC dotriacontan-1-yl pentacontanate